(R)-2-((tert-Butyldimethylsilyl)oxy)-1-(3-chlorophenyl)methanesulfonic acid ethyl ester C(C)OS(=O)(=O)CC1=C(C(=CC=C1)Cl)O[Si](C)(C)C(C)(C)C